[C@H]12COC[C@@H]2C1NC1=NC=CC(=C1)CN1C(N(C(C1(C)C)=O)C1=CC=C2CCN(C2=C1)S(=O)(=O)C)=O 1-((2-(((1R,5S,6r)-3-oxabicyclo[3.1.0]hexan-6-yl)amino)pyridin-4-yl)methyl)-5,5-dimethyl-3-(1-(methylsulfonyl)indolin-6-yl)imidazolidine-2,4-dione